6,11,12,13-tetrahydrodibenzo[b,g][1,5]oxazonine C1=CC=CC=2OCC3=C(CNCC21)C=CC=C3